C1(=CC=CC2=CC=CC=C12)P(C1=CC=CC=C1)C1=CC=CC2=CC=CC=C12 2-(di-naphthalen-1-ylphosphino)benzol